4-(((2-((4-((2S,6R)-2,6-dimethylmorpholino)phenyl)amino)pyrimidin-4-yl)oxy)methyl)cyclohexan-1-ol C[C@@H]1O[C@@H](CN(C1)C1=CC=C(C=C1)NC1=NC=CC(=N1)OCC1CCC(CC1)O)C